Br.[N+](=O)([O-])C1=CC=C(C=C1)C[C@H](N)C=1N=C(SC1)C=1SC=CC1 (S)-2-(4-nitrophenyl)-1-(2-(thiophen-2-yl)thiazol-4-yl)ethanamine hydrobromide